CC(=O)CCC methyl-propylketone